3,4,4-trifluorobut-3-en-1-yl 2-(4-phenyl-1H-pyrazol-1-yl)acetate C1(=CC=CC=C1)C=1C=NN(C1)CC(=O)OCCC(=C(F)F)F